(4-methyl-3-(pyridin-2-yl)phenyl)-3,6-diazabicyclo[3.1.1]heptane-6-carboxamide CC1=C(C=C(C=C1)C12CNCC(N1C(=O)N)C2)C2=NC=CC=C2